ClC1=CC(=NC=C1)NC(CC1=CC=C(C=C1)C)=O N-(4-chloropyridin-2-yl)-2-(4-tolyl)acetamide